Dibenzochrysene C1=CC=CC=2C3=CC=C4C=CC5=C(C4=C3C3=C(C12)C=CC=C3)C=CC=C5